O1CCN(CC1)C(=O)C1=CC(=C(C=C1)[N+](=O)[O-])N1CCCCC1 morpholino(4-nitro-3-(piperidin-1-yl)phenyl)methanone